OC[C@H]1OCC(NC1)=O (6S)-6-(hydroxymethyl)morpholin-3-one